5-(p-chlorophenyl)-6-(1-{[6-(trifluoromethyl)-3-pyridinyl]methyl}-1H-pyrazol-4-yl)-4-pyrimidinylamine ClC1=CC=C(C=C1)C=1C(=NC=NC1C=1C=NN(C1)CC=1C=NC(=CC1)C(F)(F)F)N